C(C)(=O)C1=C(C=CC=C1)C1=CNC(=C1)CC1=CC=C(C=C1)C=1N(C=C(N1)C(F)(F)F)C(C)C 3-(2-Acetylphenyl)-5-(4-(1-isopropyl-4-(trifluoromethyl)-1H-imidazol-2-yl)benzyl)pyrrole